O1CCC(=CC1)C=1C=NN(C1)CC(=O)NC1=NC=C(C=C1)C1=NC=CN=C1 2-[4-(3,6-dihydro-2H-pyran-4-yl)pyrazol-1-yl]-N-(5-pyrazin-2-yl-2-pyridyl)acetamide